OC1=CC=C(C=C1)NC1=CC=C(C=C1)N N'-p-hydroxyphenyl-p-phenylendiamin